FC1(CN(CC[C@H]1NC1=NN2C(C(=N1)OC)=C(C=C2)C=2C=CC1=C(N(N=N1)[C@@H](CF)C)C2)C(C)=O)F 1-((R)-3,3-Difluoro-4-((5-(1-((R)-1-fluoropropan-2-yl)-1H-benzo[d][1,2,3]triazol-6-yl)-4-methoxypyrrolo[2,1-f][1,2,4]triazin-2-yl)amino)piperidin-1-yl)ethan-1-one